3-[(3-Methyloxyoxetan-3-yl)oxy]-5-(5-methyl-1,3-thiazol-2-yl)-N-{(1R)-1-[2-(trifluoromethyl)pyrimidin-5-yl]ethyl}benzamide COC1(COC1)OC=1C=C(C(=O)N[C@H](C)C=2C=NC(=NC2)C(F)(F)F)C=C(C1)C=1SC(=CN1)C